1-(6-(2,6-dichloropyridin-4-yl)-4-oxa-7-azaspiro[2.5]octan-7-yl)prop-2-en-1-one ClC1=NC(=CC(=C1)C1COC2(CC2)CN1C(C=C)=O)Cl